5,5'-(piperazin-1-ylmethylene)bis(1-methyl-1H-indazole) N1(CCNCC1)C(C=1C=C2C=NN(C2=CC1)C)C=1C=C2C=NN(C2=CC1)C